1-Dodecylbenzimidazole C(CCCCCCCCCCC)N1C=NC2=C1C=CC=C2